FC(SC1=CNC=C(C1)SC(F)(F)F)(F)F 3,5-bis(trifluoromethylthio)-1,4-dihydropyridine